CN(C1(CCC2(C(N(C(N2)=O)CCC=2C=NC=CC2)=O)CC1)C1=CC=CC=C1)C cis-8-dimethylamino-8-phenyl-3-(2-pyridin-3-yl-ethyl)-1,3-diazaspiro[4.5]decane-2,4-dione